C(C1=CC=CC=C1)N1C(CCC1)(C)CNC(=O)[C@H]1N(C[C@@H](C1)O)C([C@H](C(C)(C)C)N1N=NC(=C1)C1CC1)=O (2S,4R)-N-[(1-benzyl-2-methyl-pyrrolidin-2-yl)methyl]-1-[(2S)-2-(4-cyclopropyltriazol-1-yl)-3,3-dimethyl-butanoyl]-4-hydroxy-pyrrolidine-2-carboxamide